β-deutero-N,N-dimethyltryptamine [2H]C(CN(C)C)C1=CNC2=CC=CC=C12